2-[4-ethyl-6-[(2S)-2-(hydroxymethyl)morpholin-4-yl]pyridazin-3-yl]-5-methyl-phenol C(C)C1=C(N=NC(=C1)N1C[C@H](OCC1)CO)C1=C(C=C(C=C1)C)O